4-((2-(cyclopropoxymethyl)-2'-fluoro-3',5'-dimethoxy-4'-methyl-[1,1'-biphenyl]-4-yl)amino)tetrahydro-2H-pyran-4-carboxylic acid C1(CC1)OCC1=C(C=CC(=C1)NC1(CCOCC1)C(=O)O)C1=C(C(=C(C(=C1)OC)C)OC)F